Cl.N1(C=NC=C1)N imidazol-1-amine HCl